(2S,3S)-N-(2-amino-4-(4-(trifluoromethyl)phenethyl)phenyl)-2,3-difluorooctanamide NC1=C(C=CC(=C1)CCC1=CC=C(C=C1)C(F)(F)F)NC([C@@H]([C@H](CCCCC)F)F)=O